C(CC)NCCC1CN(C1)C(=O)OC(C)(C)C tert-butyl 3-(2-(propylamino)ethyl)azetidine-1-carboxylate